FC1=C(OCC(=O)C2=CC(=C(C=C2)C2=NOC(=N2)C(F)(F)F)F)C=CC(=C1)F 2-(2,4-Difluorophenoxy)-1-(3-fluoro-4-(5-(trifluoromethyl)-1,2,4-oxadiazol-3-yl)phenyl)ethan-1-on